COC(C(/C=C/[SnH3])C)[C@H]1O[C@@H]1[C@H](C)[C@H](CC)OC ((E)-4-methoxy-4-((2S,3R)-3-((2R,3S)-3-methoxypentan-2-yl)oxiran-2-yl)-3-methylbut-1-en-1-yl)stannane